S1C(=CC=C1)N[C@@H](CO)C(=O)O (2-thienyl)-serine